2-((2-(trimethylsilyl)ethoxy)methyl)-2H-pyrazolo[4,3-b]pyridine-3-carbaldehyde C[Si](CCOCN1N=C2C(N=CC=C2)=C1C=O)(C)C